Ethanolamine octadecyl-succinate C(CCCCCCCCCCCCCCCCC)C(C(=O)O)CC(=O)O.C(O)CN